C1(CCCCC1)CC(O)(C)C cyclohexyl-1,1-dimethylethanol